3-((8-methoxy-3,4-dihydroquinolin-1(2H)-yl)carbonyl)-1,5,7-trimethyl-1,5-dihydro-4H-pyrrolo[3,2-c]pyridin-4-one COC=1C=CC=C2CCCN(C12)C(=O)C1=CN(C2=C1C(N(C=C2C)C)=O)C